1-methyl-3-n-propyl-benzene CC1=CC(=CC=C1)CCC